(S)-2-(2-fluoro-4-(pyrrolidin-2-yl)phenyl)-N-(1-methylpiperidin-4-yl)benzo[d]imidazo[2,1-b]thiazole-7-carboxamide dihydrochloride Cl.Cl.FC1=C(C=CC(=C1)[C@H]1NCCC1)C=1N=C2SC3=C(N2C1)C=CC(=C3)C(=O)NC3CCN(CC3)C